CC1=CC=C(C=C1)S(=O)(=O)OC1=CC(=C(C(=C1)C)Br)O 4-Bromo-3-hydroxy-5-methylphenyl 4-methylbenzenesulfonate